C(C1=CC=CC=C1)N1CC2C(CC1)C(N(C2)C)=O 5-benzyl-2-methyl-octahydro-1H-pyrrolo[3,4-c]pyridin-1-one